C[NH+]1CCN(CC1)C N,N'-dimethylpiperazinium